tert-butyl 4-{5-fluoro-7-[1-(oxan-2-yl)pyrazol-4-yl]-4-oxoquinazolin-3-yl}piperidine-1-carboxylate FC1=C2C(N(C=NC2=CC(=C1)C=1C=NN(C1)C1OCCCC1)C1CCN(CC1)C(=O)OC(C)(C)C)=O